3,5-Diethyl-toluenediamine C(C)C=1C=C(C(N)N)C=C(C1)CC